(±)-6-hydroxy-2,5,7,8-tetramethylchroman-2-carboxylic acid OC=1C(=C2CC[C@@](OC2=C(C1C)C)(C(=O)O)C)C |r|